6-(Aminomethyl)-7-methoxyisoquinolin-1-amine dihydrochloride tert-Butyl-pivaloyloxycarbamate tert-Butyl-hydroxycarbamate C(C)(C)(C)N(C(O)=O)O.C(C)(C)(C)OC(NOC(C(C)(C)C)=O)=O.Cl.Cl.NCC=1C=C2C=CN=C(C2=CC1OC)N